CN(C)CCC[Si](OC)(OC)OC [3-(N,N-dimethylamino)propyl]trimethoxysilane